C(C)OC(=O)C12CCC(N2CC(C1)=C)=O ethyl-2-methylene-5-oxotetrahydro-1H-pyrrolizine-7a(5H)-carboxylate